Cl.NCC1=NNC(C2=CC=C(C=C12)C=1C=NN(C1N1C(C2(C3=CC=CC(=C13)C)CC2)=O)C)=O 1'-(4-(4-(aminomethyl)-1-oxo-1,2-dihydro-phthalazin-6-yl)-1-methyl-1H-pyrazol-5-yl)-7'-methyl-spiro[cyclopropane-1,3'-indolin]-2'-one hydrochloride